COC1=C(C=CC=C1)NC(CC1=NOC(=N1)CN1C(N(C(C1=O)=O)CC1CCOCC1)=O)=O N-(2-methoxyphenyl)-2-(5-((2,4,5-trioxo-3-((tetrahydro-2H-pyran-4-yl)methyl)imidazolidin-1-yl)methyl)-1,2,4-oxadiazol-3-yl)acetamide